FC=1C=C(C=CC1)C1=NN2C(=NC=3C(=CC=CC3C2=N1)C(F)(F)F)NC=1C(N=CC=CC1)=O (3R)-3-{[2-(3-fluorophenyl)-7-(trifluoromethyl)[1,2,4]triazolo[1,5-c]quinazolin-5-yl]amino}azepin-2-one